C(CCC)N1C([C@H](NC(C12CCN(CC2)CC2=CC=C(C=C2)OC2=C(C=C(C=C2)C(=O)O)C)=O)[C@@H](C2CC=CC2)O)=O (3R)-1-butyl-2,5-dioxo-3-((1R)-1-hydroxy-1-(cyclopenten-4-yl)methyl)-9-(4-(4-carboxy-2-methylphenoxy)phenylmethyl)-1,4,9-triazaspiro[5.5]undecane